methyl 6-((2-((tert-butoxycarbonyl)(methyl)amino)ethyl)(methyl)amino)-1,2,3,4-tetrahydroisoquinoline-8-carboxylate C(C)(C)(C)OC(=O)N(CCN(C=1C=C2CCNCC2=C(C1)C(=O)OC)C)C